N(=[N+]=[N-])CCOCCOCCOCCO 2-(2-(2-(2-azidoethoxy)ethoxy)ethoxy)ethanol